4-(4-chloro-1-((4,4-difluorocyclohexyl)methyl)-3-(trifluoromethyl)-1H-pyrazole-5-carboxamido)picolinamide ClC=1C(=NN(C1C(=O)NC1=CC(=NC=C1)C(=O)N)CC1CCC(CC1)(F)F)C(F)(F)F